(4S)-tert-Butyl 5-amino-4-(4-((4-((3-((2-methoxyethoxy)methyl) morpholino)-methyl)benzyl)oxy)-1-oxoisoindolin-2-yl)-5-oxopentanoate NC([C@H](CCC(=O)OC(C)(C)C)N1C(C2=CC=CC(=C2C1)OCC1=CC=C(C=C1)CN1C(COCC1)COCCOC)=O)=O